C(N)(=O)C1=CC(=NC2=C1N=CN=C2N[C@@H]2CN(CCC2)C(=O)OC(C)(C)C)C=2C=NC(=CC2)OCCOC tert-butyl (3S)-3-([8-carbamoyl-6-[6-(2-methoxyethoxy)pyridin-3-yl]pyrido[3,2-d]pyrimidin-4-yl]amino)piperidine-1-carboxylate